ClC=1C(=CC(=C(CN2N=C(N=N2)C2=CC=CC(=N2)C(CS(=O)(=O)N)(C)O)C1)F)F 2-(6-(2-(5-chloro-2,4-difluorobenzyl)-2H-tetrazol-5-yl)pyridin-2-yl)-2-hydroxypropane-1-sulfonamide